ClC1=CC=CC(=C1OC)Cl 2,4-dichloro-3-methoxybenzene